C(=O)(O)[C@H](CSCC1=CC=C(C=C1)[125I])NC(N[C@H](C(=O)O)CCC(=O)O)=O (S)-2-(3-((R)-1-carboxy-2-(4-[125I]iodobenzylthio)ethyl)ureido)-pentanedioic acid